ClC1=C(C=C(C=C1)NC(C1=CC(=CC(=C1)OC)I)=O)C(F)(F)F N-(4-chloro-3-(trifluoromethyl)phenyl)-3-iodo-5-methoxybenzamide